CC1=NN2C(CN(C3=C2N=CC=C3NC3=CC=NC=C3C(=O)NC([2H])([2H])[2H])C)=N1 4-((2,5-dimethyl-4,5-dihydropyrido[3,2-e][1,2,4]triazolo[1,5-a]pyrazin-6-yl)amino)-N-(methyl-d3)nicotinamide